Cl.C1(CC1)C(=O)N1CC(CC1)C(=O)N(C)[C@H](C(F)(F)F)C1=CC=C(C=C1)NC=1C=NC2=CC=CN=C2C1C1CC1 1-(cyclopropanecarbonyl)-N-((S)-1-(4-((4-cyclopropyl-1,5-naphthyridin-3-yl)amino)phenyl)-2,2,2-trifluoroethyl)-N-methylpyrrolidine-3-carboxamide hydrochloride